(R)-N-(2-chloro-3-((3,5-dimethyl-4-oxo-3,4-dihydroquinazolin-6-yl)oxy)-4-fluorophenyl)-3-fluoropyrrolidine-1-sulfonamide ClC1=C(C=CC(=C1OC=1C(=C2C(N(C=NC2=CC1)C)=O)C)F)NS(=O)(=O)N1C[C@@H](CC1)F